NC[C@@H](CC(=O)O)C1=CC(=CC=C1)Cl (S)-4-amino-3-(3-chlorophenyl)butanoic acid